1,5-diethoxyhexamethyltrisiloxane C(C)O[Si](O[Si](O[Si](OCC)(C)C)(C)C)(C)C